((2R,3R,4S,5S)-6-(2-(2-(2-azidoethoxy)ethoxy)ethoxy)-3,4,5-tris(benzyloxy)tetrahydro-2H-pyran-2-yl)methanol N(=[N+]=[N-])CCOCCOCCOC1[C@H]([C@H]([C@@H]([C@H](O1)CO)OCC1=CC=CC=C1)OCC1=CC=CC=C1)OCC1=CC=CC=C1